ICC/C=C/CCCCCC(=O)[O-] (5E)-8-iodo-5-octenylacetate